5-(3-(6-fluoropyridin-3-yl)propanamido)-3-(5-methylpyridazin-4-yl)-1H-pyrazole-4-carboxamide FC1=CC=C(C=N1)CCC(=O)NC1=C(C(=NN1)C1=CN=NC=C1C)C(=O)N